ClC=1C(=CC(=NC1)NC(C([2H])[2H])(C)[2H])C=1C=C(NC1)C(=O)NC(CO)C1=CC(=CC=C1)Cl 4-(5-chloro-2-((propan-2-yl-1,1,2-d3)amino)pyridin-4-yl)-N-(1-(3-chlorophenyl)-2-hydroxyethyl)-1H-pyrrole-2-carboxamide